1-(4-{6-Bromo-1-[5-(difluoromethyl)-1,3,4-thiadiazol-2-yl]indazol-4-yl}piperazin-1-yl)-2-methylpropan-1-one BrC1=CC(=C2C=NN(C2=C1)C=1SC(=NN1)C(F)F)N1CCN(CC1)C(C(C)C)=O